C[C@@H]1N(S(NC1)(=O)=O)C=1C=NN2C1CN[C@H](C2)C (3S)-3-methyl-2-[(6S)-6-methyl-4,5,6,7-tetrahydropyrazolo[1,5-a]pyrazin-3-yl]-1,2,5-thiadiazolidine 1,1-dioxide